ClC1=NN2C(N=CC3=C2C(CN3C(=O)OC(C)(C)C)C(F)(F)F)=C1 tert-butyl 2-chloro-8-(trifluoromethyl)-7,8-dihydro-6H-pyrazolo[1,5-a]pyrrolo[2,3-e]pyrimidine-6-carboxylate